FC1(OC2=C(NC1=O)C=C(C=C2)NC2=NC(=NC=C2F)NC=2C=C(OCC(=O)NC)C=CC2)F 2-[3-[[4-[(2,2-difluoro-3-oxo-4H-1,4-benzoxazin-6-yl)amino]-5-fluoropyrimidin-2-yl]amino]phenoxy]-N-methylacetamide